dodecyl-dimethylnaphthalene C(CCCCCCCCCCC)C=1C(=C(C2=CC=CC=C2C1)C)C